S1N=C(C2=C1C=CC=C2)N2CCN(CC2)CCCCN2C(N1C(COCC1)CC2=O)=O 7-[4-(4-Benzo[d]isothiazol-3-yl-piperazin-1-yl)-butyl]-tetrahydro-pyrimido[6,1-c][1,4]oxazine-6,8-dione